N-methyl-2-trifluoromethyl-aniline CNC1=C(C=CC=C1)C(F)(F)F